N-{6-[(4-hydroxy-1H-pyrazol-1-yl)methyl]-4-methoxy-1,2-benzooxazol-3-yl}-2,6-dimethoxybenzene-1-sulfonamide OC=1C=NN(C1)CC1=CC2=C(C(=NO2)NS(=O)(=O)C2=C(C=CC=C2OC)OC)C(=C1)OC